FC(C1=CC2=C(SC(=C2)C(N[C@H]2CCC[C@@H]3N(C2=O)[C@@H](CC3)C(=O)N3CC(C3)C=3C=NC=CC3O)=O)C=C1)P(O)(O)=O (fluoro(2-(((3S,6S,9aS)-3-(3-(4-hydroxypyridin-3-yl)azetidine-1-carbonyl)-5-oxooctahydro-1H-pyrrolo[1,2-a]azepin-6-yl)carbamoyl)benzo[b]thiophen-5-yl)methyl)phosphonic acid